ClC=1C(=C(C=CC1)NC(=S)C1=C(CCNC1=O)NCC1=C(C=NC=C1)OCC1OCCOC1)CC N-(3-chloro-2-ethyl-phenyl)-4-[[3-(1,4-dioxan-2-ylmethoxy)-4-pyridinyl]methylamino]-6-oxo-2,3-dihydro-1H-pyridine-5-carbothioamide